CN1C=C(C=C(C1=O)C)C=1C=C(C=C(C1)OCC1=CC=CC=C1)NS(=O)(=O)CC N-[3-(1,5-dimethyl-6-oxopyridin-3-yl)-5-phenylmethoxyphenyl]ethanesulfonamide